N-Methyl-N-(2-((4-((3-methyl-4-((1-methyl-1H-benzo[d]imidazol-5-yl)oxy)phenyl)amino)pyrido[3,2-d]pyrimidin-6-yl)oxy)ethyl)acrylamide CN(C(C=C)=O)CCOC=1C=CC=2N=CN=C(C2N1)NC1=CC(=C(C=C1)OC1=CC2=C(N(C=N2)C)C=C1)C